O=C1NC(CCC1NC=1C=C(CN2CCN(CC2)C2=CC=C(C=C2)N2N=C3C(=CC=CC3=C2)C(=O)N)C=CC1)=O 2-(4-(4-(3-((2,6-dioxopiperidin-3-yl)amino)benzyl)piperazin-1-yl)phenyl)-2H-indazole-7-carboxamide